OC1=NC(=NC=C1C(=O)NN)N1N=CN=C1 4-hydroxy-2-(1H-1,2,4-triazol-1-yl)pyrimidine-5-carbohydrazide